C(C)OC(CCCN1C(C(NC2=CC(=C(C=C12)F)[N+](=O)[O-])=O)=O)=O.CS(=O)(=O)N1C(N(C=CC1)CCC(=O)N)=O 3-(3-methanesulfonyl-1,3-diazinon-1-yl)propanamide ethyl-4-(7-fluoro-6-nitro-2,3-dioxo-3,4-dihydroquinoxalin-1(2H)-yl)butanoate